6-(4-Methylpiperazin-1-yl)-N-[(1R)-1-(1-naphthyl)ethyl]pyrazine-2-carboxamide hydrochloride salt Cl.CN1CCN(CC1)C1=CN=CC(=N1)C(=O)N[C@H](C)C1=CC=CC2=CC=CC=C12